sodium tetraborate borate B([O-])(O)O.B(O)(O)O.B(O)(O)O.B(O)(O)O.B(O)(O)O.[Na+]